C(C)(C)N1N=CC=2C1=NC(=CC2)NC2=NC=C(C(=C2)N[C@H]2CNCC2)C2=NN(C=C2)CC(F)(F)F (R)-N2-(1-Isopropyl-1H-pyrazolo[3,4-b]pyridin-6-yl)-N4-(pyrrolidin-3-yl)-5-(1-(2,2,2-trifluoroethyl)-1H-pyrazol-3-yl)pyridine-2,4-diamine